ClC=1C=C(C=CC1C#N)N(C1CCC(CC1)N1NC=CC=C1N1CCC(CC1)CO)C N-((1r,4r)-4-((3-chloro-4-cyanophenyl)(methyl)amino)cyclohexyl)-6-(4-(hydroxymethyl)piperidin-1-yl)pyridazine